[C@H]12CN(C[C@H](CC1)N2)C2=NC(=NC1=C(C(=CC=C21)C2=CC(=CC1=CC=CC=C21)O)F)OC[C@H]2N(CC(C2)(F)F)C 4-(4-((1R,5S)-3,8-diazabicyclo[3.2.1]octan-3-yl)-2-(((S)-4,4-difluoro-1-methylpyrrolidin-2-yl)methoxy)-8-fluoroquinazolin-7-yl)naphthalen-2-ol